6-(6-(1-(8-Isopropyl-8-azabicyclo[3.2.1]octan-3-yl)piperidin-4-yl)-4-methyl-1H-benzo[d]imidazol-2-yl)-8-methoxy-[1,2,4]triazolo[1,5-a]pyridin C(C)(C)N1C2CC(CC1CC2)N2CCC(CC2)C=2C=C(C1=C(NC(=N1)C=1C=C(C=3N(C1)N=CN3)OC)C2)C